FC(C(=O)O)(F)F.N1C(=NC2=C1C=CC=C2)C(N2C=NC1=C(C2=O)N=C(C=C1)C1=CC=C(C=C1)C1CCN(CC1)C)C1=CC(=CC=C1)F 3-((1H-Benzo[d]imidazol-2-yl)(3-fluorophenyl)methyl)-6-(4-(1-methylpiperidin-4-yl)phenyl)-pyrido[3,2-d]pyrimidin-4(3H)-one 2,2,2-trifluoroacetate